tricyclo[3.2.2.0~2,4~]nonane C12C3CC3C(CC1)CC2